ClC1=CC=C(C=C1)[C@H](CC1=NOC(=N1)C(COC)N1C(N(C(=CC1=O)C)C)=O)O 3-[1-{3-[(2S)-2-(4-chlorophenyl)-2-hydroxyethyl]-1,2,4-oxadiazol-5-yl}-2-methoxyethyl]-1,6-dimethylpyrimidine-2,4-dione